tert-butyl 6-(8-(benzo[d]thiazol-2-ylcarbamoyl)-3,4-dihydroisoquinolin-2(1H)-yl)-3-(2-methyl-3-(((2s,3aR,5s,6aS)-5-(3-oxopropyl)octahydropentalen-2-yl)oxy)phenyl)picolinate S1C(=NC2=C1C=CC=C2)NC(=O)C=2C=CC=C1CCN(CC21)C2=CC=C(C(=N2)C(=O)OC(C)(C)C)C2=C(C(=CC=C2)OC2C[C@@H]1CC(C[C@@H]1C2)CCC=O)C